7-[5-CHLORO-2-(1,3-THIAZOL-2-YL)PHENYL]-N-[(2,4-DIMETHOXYPHENYL)METHYL]CINNOLIN-4-AMINE ClC=1C=CC(=C(C1)C1=CC=C2C(=CN=NC2=C1)NCC1=C(C=C(C=C1)OC)OC)C=1SC=CN1